pyrido[4',3':5,6]pyrazino[2,3-b]indole C1=NC=CC2=NC3=C(NC4=CC=CC=C34)N=C21